Triaconta-21,24-dienoic acid C(CCCCCCCCCCCCCCCCCCCC=CCC=CCCCCC)(=O)O